tridec-1-en-4-yl 3,4,5-trimethoxybenzoate COC=1C=C(C(=O)OC(CC=C)CCCCCCCCC)C=C(C1OC)OC